(4-methylbenzyl)-1-(4-methylphenylsulfonimidoyl)pyrrolidine-2-carboxamide CC1=CC=C(CC2(N(CCC2)S(=O)(=N)C2=CC=C(C=C2)C)C(=O)N)C=C1